ClC1=C(C=CC=C1Cl)N1CCN(CC1)CCCOC1CN2C(CCC3=CC=CC1=C23)=O (3-(4-(2,3-dichlorophenyl)piperazin-1-yl)propoxy)-5,6-dihydro-1H-pyrrolo[3,2,1-ij]quinolin-4(2H)-one